acrylic acid 3-hydroxybutyl ester OC(CCOC(C=C)=O)C